C(C)(C)OC1C(=C(C(O1)=O)Br)SCC1=CC=CC=C1 5-isopropoxy-4-benzylthio-3-bromo-2(5H)furanone